ClCC1=CC(=C2CNC(C2=C1)=O)C(F)(F)F 6-(chloromethyl)-4-(trifluoromethyl)-2,3-dihydroisoindol-1-one